The molecule is an acetate ester resulting from the formal condensation of the hydroxy group of 4-methylpent-3-en-1-ol with acetic acid. It is an acetate ester and an olefinic compound. It derives from a 4-methylpent-3-en-1-ol. CC(=CCCOC(=O)C)C